tert-butyl ((1-(5-(trifluoromethyl)pyridin-2-yl)pyrrolo[1,2-a]pyrazin-3-yl)methyl)carbamate FC(C=1C=CC(=NC1)C=1C=2N(C=C(N1)CNC(OC(C)(C)C)=O)C=CC2)(F)F